(S)-6-((2-(3-aminopiperidin-1-yl)-6-fluoro-1H-benzo[d]imidazol-1-yl)methyl)nicotinonitrile hydrochloride Cl.N[C@@H]1CN(CCC1)C1=NC2=C(N1CC1=NC=C(C#N)C=C1)C=C(C=C2)F